3-(bis(2-ethyl)amino)propionamide CCN(CCC(=O)N)CC